4,6,7,8-tetrahydropyrrolo[1,2-a]pyrazine-6-carboxylic acid C1=C2N(CC=N1)C(CC2)C(=O)O